IC=1C2=C(N(C3=C(N1)C=CC=C3)CC)C=CC=C2 11-iodo-5-ethyl-5H-dibenzo[b,e][1,4]diazepine